NC1CC(CC(C1)O[Si](C)(C)C(C)(C)C)NC(OC(C)(C)C)=O tert-Butyl (3-amino-5-((tert-butyldimethylsilyl)oxy)cyclohexyl)carbamate